fluorine 1H-indol N1C=CC2=CC=CC=C12.[F]